4-(3-Fluoro-5-((s)-4-(4'-fluoro-6-(((S)-pyrrolidin-1-ium-3-yl)oxy)-[1,1'-biphenyl]-3-carbonyl)-3-isopropylpiperazine-1-carbonyl)phenyl)piperazin-1-ium chloride [Cl-].FC=1C=C(C=C(C1)C(=O)N1C[C@@H](N(CC1)C(=O)C=1C=C(C(=CC1)O[C@@H]1C[NH2+]CC1)C1=CC=C(C=C1)F)C(C)C)N1CC[NH2+]CC1.[Cl-]